tert-Butyl-6-(2-(furo[2,3-b]pyridin-2-carboxamido)ethyl)-3-azabicyclo[3.1.0]hexan-3-carboxylat C(C)(C)(C)OC(=O)N1CC2C(C2C1)CCNC(=O)C1=CC=2C(=NC=CC2)O1